CN1CC(CC1)COC1=CC=C(C=C1)C1=CN(C2=C1N=CNC2=O)C2=CC=CC=C2 7-[4-(1-methyl-pyrrolidin-3-ylmethoxy)-phenyl]-5-phenyl-3,5-dihydro-pyrrolo[3,2-d]pyrimidin-4-one